C(C)(C)(C)OC(=O)N1CCC(CC1)CCC1CN(C1)CC1=CC=C(C=C1)OC.NC1=CC=CC=2C(C3=C(C=CC=C3C(C12)=O)N)=O 1,5-diaminoanthraquinone tert-butyl-4-[2-[1-[(4-methoxyphenyl)methyl]azetidin-3-yl]ethyl]piperidine-1-carboxylate